N1C(=NC=C1)C1CCN(CC1)C(=O)C1=CC=C2C(=CNC2=C1)C1=CC=CC=C1 (4-(1H-imidazol-2-yl)piperidin-1-yl)(3-phenyl-1H-indol-6-yl)methanone